C(C)NC1=C(C=CC=C1)NCCNC1=CC=C(C=C1)CC N-(2-ethylaminophenyl)-N'-(4-ethyl-phenyl)-1,2-ethylenediamine